N-(1-methyl-3-(4'-(oxetan-3-yloxy)-4,5,5',6'-tetrahydro-2H-spiro[furan-3,8'-pyrano[3,4-b]pyridin]-2'-yl)-1H-pyrrolo[2,3-c]pyridin-5-yl)acetamide CN1C=C(C=2C1=CN=C(C2)NC(C)=O)C2=CC(=C1C(=N2)C2(OCC1)COCC2)OC2COC2